ClC1=C(N=C(NC1=O)C1=CC=NC=C1)N1CC(CC1)C(F)(F)F 5-chloro-2-(4-pyridyl)-4-[3-(trifluoromethyl)pyrrolidin-1-yl]-1H-pyrimidin-6-one